[N+](=O)([O-])C=1C=CC(=NC1)N1CCSCC1 4-(5-nitropyridin-2-yl)thiomorpholine